FC1=CC(=C(OC2=C(C=C(C=C2)C(C)(C)O)C2=C3C(=[N+](C(=C2)C)[O-])NC=C3)C(=C1)C)C 4-(2-(4-fluoro-2,6-dimethylphenoxy)-5-(2-hydroxypropan-2-yl)phenyl)-6-methyl-1H-pyrrolo[2,3-b]pyridine 7-oxide